C(CCCCCCCCCCCCCCCCC)C(C(C(=O)O)CCCCCCCCCCCCCCCCCC)C(=O)O dioctadecyl-succinic acid